S(=O)(=O)(OCCCOC(=O)C=1SC=CC1)[O-] 3-((thiophene-2-carbonyl) oxy)-1-propyl sulfate